[H-].[Ne] neon hydride